(6-(4,4-Difluoro-1-methylpyrrolidin-2-yl)pyridin-3-yl)methanamine FC1(CC(N(C1)C)C1=CC=C(C=N1)CN)F